C1(CC1)CN1C(=CC2=CC(=CC(=C12)C1=C(C=CC=C1)OC)C(=O)N1CC=2N(N=CC2C1)CC)C=1CN(CCC1)C(=O)OC(C)(C)C tert-butyl 3-(1-(cyclopropylmethyl)-5-(1-ethyl-1,4,5,6-tetrahydropyrrolo[3,4-c]pyrazole-5-carbonyl)-7-(2-methoxyphenyl)-1H-indol-2-yl)-5,6-dihydropyridine-1(2H)-carboxylate